C(CC)(=O)C1=CC=C(OCCCC(=O)NC2=C(C(=O)NC=3C=C(C(=O)O)C=CC3)C=CC=C2)C=C1 3-(2-(4-(4-propionylphenoxy)butyrylamino)benzoylamino)benzoic acid